Cl.N1=CC(=C2N1CCNC2)N2C(C1(CC1)CC2)=O 5-{4H,5H,6H,7H-pyrazolo[1,5-a]pyrazin-3-yl}-5-azaspiro[2.4]heptan-4-one hydrochloride